1-(Tert-butyl) 4-ethyl 3-(cyclopropylcarbonyl)-2-methylsuccinate C1(CC1)C(=O)C(C(C(=O)OC(C)(C)C)C)C(=O)OCC